[Pt+2].[Cl-].[Cl-].C1(CCCCC1)(N)N cyclohexanediamine dichloride platinum